2-(methyl-acetyl)-succinimide CCC(=O)C1C(=O)NC(C1)=O